C(C)[O-].C(C)[O-].C(C)[O-].[Zr+3] zirconium triethanolate